NC1=NC=NN2C1=C(C=C2C=2C=CC(=C(C(=O)N[C@@H]1CN(C[C@@H]1F)C(=O)C1CC(CC1)(F)F)C2)Cl)CN2CCC(CC2)(F)F 5-{4-amino-5-[(4,4-difluoropiperidin-1-yl)methyl]pyrrolo[2,1-f][1,2,4]triazin-7-yl}-2-chloro-N-[(3R,4S)-1-(3,3-difluorocyclopentanecarbonyl)-4-fluoropyrrolidin-3-yl]benzamide